O1CCN(CC1)C1=C(C(=O)NC=2SC(=NN2)OCC2=CC=C(C=C2)C2COC2)C=CC=N1 2-morpholino-N-(5-((4-(oxetan-3-yl)benzyl)oxy)-1,3,4-thiadiazol-2-yl)nicotinamide